N5-((1r,4S)-4-Methoxycyclohexyl)-N3-methyl-1-((S)-1-phenylethyl)-1H-pyrazole-3,5-dicarboxamide COC1CCC(CC1)NC(=O)C1=CC(=NN1[C@@H](C)C1=CC=CC=C1)C(=O)NC